C12CNCC(N(C1)C=1N=C3C(=NC1)N=C(C=C3)SC3=C(C(=NC=C3)N)Cl)CC2 4-((2-(3,6-diazabicyclo[3.2.2]nonan-6-yl)pyrido[2,3-b]pyrazin-6-yl)thio)-3-chloropyridin-2-amine